FC1=C(C(=O)O)C(=CC=C1)C1=CN=CS1 2-Fluoro-6-(thiazol-5-yl)benzoic acid